4-(benzyl-(methyl)amino)butan-2-ol C(C1=CC=CC=C1)N(CCC(C)O)C